ClC1=NN2C(N=CC=C2)=C1 chloropyrazolo[1,5-a]pyrimidine